Monofluoroundecyl-sulfonic acid FCCCCCCCCCCCS(=O)(=O)O